(E)-1-phenyl-3-(p-toluenesulfonyl)butan-2-ene C1(=CC=CC=C1)C\C=C(/C)\S(=O)(=O)C1=CC=C(C)C=C1